FC1=CC=C(C=C1)CSSSCC1=CC=C(C=C1)F bis[(4-fluorophenyl)methyl] trisulfide